F[C@@H]1[C@@H](C1)C(=O)NC1=CC=C2C(=N1)N(C=C2)COCC[Si](C)(C)C (1S,2S)-2-fluoro-N-(1-((2-(trimethylsilyl)ethoxy)methyl)-1H-pyrrolo[2,3-b]pyridin-6-yl)cyclopropane-1-carboxamide